1,4-bis(((Z)-heptadec-9-en-1-yl)oxy)butane-2,3-diyl bis((4-(dimethylamino)-butyl)carbamate) CN(CCCCNC(OC(COCCCCCCCC\C=C/CCCCCCC)C(COCCCCCCCC\C=C/CCCCCCC)OC(NCCCCN(C)C)=O)=O)C